7-chloro-2-ethyl-2,3-dihydrobenzofuran-4-ol ClC=1C=CC(=C2CC(OC21)CC)O